aminooxadiazole copper [Cu].NC=1N=NOC1